CC1=C(C(=O)P(C2=CC=CC=C2)(C2=CC=C(C=C2)OCCCCC)=O)C(=CC(=C1)C)C 2,4,6-trimethylbenzoyl-(4-pentyl-oxyphenyl)phenylphosphine oxide